N-(4-AMINO-3,4-DIOXO-1-PHENYLBUTAN-2-YL)-1-METHYL-1H-PYRAZOLE-4-CARBOXAMIDE NC(C(C(CC1=CC=CC=C1)NC(=O)C=1C=NN(C1)C)=O)=O